8'-Bromo-1-(3,4-dimethoxyphenyl)-7'-fluoro-3'-methylspiro[azetidine-3,1'-pyrrolo[2,3-c]quinolin]-2'(3'H)-one BrC1=CC=2C3=C(C=NC2C=C1F)N(C(C31CN(C1)C1=CC(=C(C=C1)OC)OC)=O)C